C1(CC1)N1N=C(C2=C1N(C([C@H]([C@H]2C2=CC=C(C=C2)F)NC(C2=CC(=CC=C2)C)=O)=O)CC)C N-[(4S,5S)-1-cyclopropyl-7-ethyl-4-(4-fluorophenyl)-3-methyl-6-oxo-1H,4H,5H,6H,7H-pyrazolo[3,4-b]pyridin-5-yl]-3-methylbenzamide